C(C)(=O)OCCOCCOC1=C(C=C(C=C1)[N+](=O)[O-])O 2-(2-(2-hydroxy-4-nitrophenoxy) ethoxy)ethyl acetate